FC(C1=C(ONC2=CC=CC=C2)C=CC(=C1)C(F)(F)F)(F)F (2,4-bis(trifluoromethyl)phenoxy)aniline